N,N,N',N'-tetraethylphthalamide C(C)N(C(C=1C(C(=O)N(CC)CC)=CC=CC1)=O)CC